1-((3-Chloro-4-(4-chloro-2-(5-fluoropyridin-2-yl)-1H-imidazol-5-yl)phenyl)sulfonyl)azetidine-3-carboxamide ClC=1C=C(C=CC1C1=C(N=C(N1)C1=NC=C(C=C1)F)Cl)S(=O)(=O)N1CC(C1)C(=O)N